[Cl-].C(C=C)(=O)NCCC[N+](C)(C)C 3-acrylamidopropyl-(trimethyl)ammonium chloride